ClC1=CC=C(CN2CC(CCC2)C2=CC=NC=3N2N=C(C3CN3CCCCC3)C)C=C1 7-(1-(4-Chlorobenzyl)piperidin-3-yl)-2-methyl-3-(piperidin-1-ylmethyl)pyrazolo[1,5-a]pyrimidine